tert-Butyl (4S)-4-[2-(hydroxymethyl)-4,4-dimethyl-pentyl]-2,2-dimethyl-pyrrolidine-1-carboxylate OCC(C[C@H]1CC(N(C1)C(=O)OC(C)(C)C)(C)C)CC(C)(C)C